7-hydroxy-4-(4-methoxybenzyl)-2-methyl-5-oxo-4,5-dihydro-2H-pyrazolo[4,3-b]pyridine-6-carboxylic acid methyl ester COC(=O)C1=C(C=2C(N(C1=O)CC1=CC=C(C=C1)OC)=CN(N2)C)O